3-Methyl-5-(3-(pyridin-4-yl)propylamino)benzofuran-2-carboxylic acid CC1=C(OC2=C1C=C(C=C2)NCCCC2=CC=NC=C2)C(=O)O